FC=1C=CC=C2CCN(C12)C(C)=O 1-(7-fluoro-2,3-dihydro-1H-indol-1-yl)ethan-1-one